O1C(=CC=C1)C(C)O 1-(2-furanyl)ethanol